bis((2-((methacryloyloxy)methyl)octahydro-1H-4,7-methanoinden-5-yl)methyl)cyclohexane-1,4-dicarboxylate C(C(=C)C)(=O)OCC1CC2C3CC(C(C2C1)C3)COC(=O)C3CCC(CC3)C(=O)OCC3C1C2CC(CC2C(C3)C1)COC(C(=C)C)=O